CC(C)C=1OC(=C(C1C)C)CC methyl-ethyl-methyl-ethyl-3-methylfuran